ClC1=CC=C(CN2N(C3=C(CN(CC3)CC3=CC(=CC(=C3)F)F)C2=O)CC(C)(C)O)C=C1 2-(4-chlorobenzyl)-5-(3,5-difluorobenzyl)-1-(2-hydroxy-2-methylpropyl)-1,2,4,5,6,7-hexahydro-3H-pyrazolo[4,3-c]pyridin-3-one